2-[4-(2-naphthyl)phenyl]-4-phenyl-6-spiro[9H-fluorene-9,9'-[9H]xanthene]-4-yl-1,3,5-triazine C1=C(C=CC2=CC=CC=C12)C1=CC=C(C=C1)C1=NC(=NC(=N1)C1=CC=CC=C1)C1=CC=CC2=C1C1=CC=CC=C1C21C2=CC=CC=C2OC=2C=CC=CC12